2-nitro-5,6,7,8-tetrahydrothieno[3,2-b]oxepin [N+](=O)([O-])C1=CC=2OCCCCC2S1